CC1CC(=O)OC1CCCCC 3-methyl-4-nonanolide